C(C)(C)(C)OC(=O)N[C@H](C(=O)O)CCC N-(tert-butoxycarbonyl)-(2S)-2-aminopentanoic acid